1,5-anhydro-2,3-dideoxy-3-(((7-(3-fluoro-4-(((2S)-tetrahydrofuran-2-ylmethyl)carbamoyl)benzyl)-4-methoxy-2,3-dihydro-1-benzofuran-5-yl)carbonyl)amino)-L-threo-pentitol FC=1C=C(CC2=CC(=C(C=3CCOC32)OC)C(=O)N[C@H]3CCOC[C@@H]3O)C=CC1C(NC[C@H]1OCCC1)=O